FC1=CC=C(C=C1)C1=CC=C(S1)C(S\C(=C(\C)/N(C=O)CC=1C(=NC(=NC1)C)N)\CCOP(=O)(O)O)=O (Z)-S-(2-(N-((4-amino-2-methylpyrimidin-5-yl)methyl) formamido)-5-(phosphonooxy)pent-2-en-3-yl) 5-(4-fluorophenyl)thiophene-2-carbothioate